C(C)(C)(C)OC(=O)N[C@H]1C=2C=CC=C(C2CCC1)NC(=O)C1=C2CCC[C@H](C2=CC=C1)NC(OC(C)(C)C)=O tert-Butyl ((R)-5-(((R)-5-((tert-butoxycarbonyl)amino)-5,6,7,8-tetrahydro naphthalen-1-yl)carbamoyl)-1,2,3,4-tetrahydronaphthalen-1-yl)carbamate